(S)-1-((R)-(2-((1R*,2R)-1-amino-2-(((R)-1,1,1-trifluoropropan-2-yl)oxy)propyl)-1H-benzo[d]imidazol-5-yl)(cyclopropyl)methyl)-4-(trifluoromethyl)imidazolidin-2-one N[C@@H]([C@@H](C)O[C@@H](C(F)(F)F)C)C1=NC2=C(N1)C=CC(=C2)[C@H](N2C(N[C@@H](C2)C(F)(F)F)=O)C2CC2 |o1:1|